C(C)OC(/C=C(/C(=O)OOC(=O)OC1CCCCC1)\C)=O methyl-(2E)-but-2-ene-1,4-dioic acid (cyclohexyloxycarbonyloxy) ethyl ester